OC(C)(C)C1=CC=C(C=C1)C1=CC(=NC=C1)N(C(OC(C(F)(F)F)(C)C)=O)CC12CCC(CC1)(CC2)C2=CC(=NN2C)C(C)C 1,1,1-trifluoro-2-methylpropan-2-yl (4-(4-(2-hydroxypropan-2-yl)phenyl)pyridin-2-yl)((4-(3-isopropyl-1-methyl-1H-pyrazol-5-yl) bicyclo[2.2.2]octan-1-yl)methyl)carbamate